FC1(CC=C(CC1)C1=CC=CC=2OC(OC(C21)=O)(C)C)F 5-(4,4-difluorocyclohex-1-en-1-yl)-2,2-dimethyl-4H-benzo[d][1,3]dioxin-4-one